tetra-carboxyl-phenyl-zinc C(=O)(O)C=1C(=C(C(=C(C1)[Zn])C(=O)O)C(=O)O)C(=O)O